NC1=NC=CC(=N1)C=1C=C(C=C(C1)Cl)C1(COCCN1C(C=C)=O)C 1-(3-(3-(2-aminopyrimidin-4-yl)-5-chlorophenyl)-3-methylmorpholino)prop-2-en-1-one